C(CCCCCCCCCCC)[Si](C)(C)C Dodecyl-trimethylsilane